6-[6-(cyclohexyl(hydroxy)methyl)-1-naphthyl]-2H-phthalazin-1-one C1(CCCCC1)C(C=1C=C2C=CC=C(C2=CC1)C=1C=C2C=NNC(C2=CC1)=O)O